3,5-Di-tert-butyl-4-hydroxyphenylstearat C(C)(C)(C)C=1C=C(C=C(C1O)C(C)(C)C)OC(CCCCCCCCCCCCCCCCC)=O